FC(CC)(F)C=1C=C(C=CC1)NC(=O)C1C(=NN(C1=O)C=1N=NC(=CC1)OC)C N-(3-(1,1-difluoropropyl)phenyl)-1-(6-methoxypyridazin-3-yl)-3-methyl-5-oxo-4,5-dihydro-1H-pyrazole-4-carboxamide